C(C1=CC=CC=C1)OC(=O)NCCCC[C@@H](C(=O)OC(C)(C)C)NCC(=O)OC(C)(C)C (S)-tert-Butyl 6-(((benzyloxy)carbonyl)amino)-2-((2-(tert-butoxy)-2-oxoethyl)amino)hexanoate